5-chloro-3-(2-(3-(2,4-dimethylphenyl)-4-oxothiazolidin-2-ylidene)hydrazono)indol-2-one ClC=1C=C2C(C(NC2=CC1)=O)=NN=C1SCC(N1C1=C(C=C(C=C1)C)C)=O